(5S,6R)-5-hydroxy-6-((R)-5H-imidazo[5,1-a]isoindol-5-yl)-N-methyl-5,6,7,8-tetrahydronaphthalene-2-carboxamide O[C@@H]1C=2C=CC(=CC2CC[C@@H]1[C@H]1N2C(C3=CC=CC=C13)=CN=C2)C(=O)NC